(S)-N-[5-[5-[(1,2-dimethylazetidin-2-yl)methoxy]-2-methyl-4-pyridyl]pyrazolo[1,5-a]pyridin-2-yl]cyclopropanecarboxamide CN1[C@](CC1)(C)COC=1C(=CC(=NC1)C)C1=CC=2N(C=C1)N=C(C2)NC(=O)C2CC2